C1(CC1)NCC1=C(N(C2=CC=CC=C12)CC1=CC=C(C=C1)C)C(=O)O 3-[(cyclopropylamino)methyl]-1-[(4-methylphenyl)methyl]-1H-indole-2-carboxylic acid